(E)-1-(10-((4-(benzyloxy)phenyl)amino)-2,3-dihydro-4H-[1,4]oxazino[2,3-f]quinazolin-4-yl)-4-(dimethylamino)but-2-en-1-one C(C1=CC=CC=C1)OC1=CC=C(C=C1)NC1=NC=NC2=CC=C3C(=C12)OCCN3C(\C=C\CN(C)C)=O